C(#N)C1=CC(=CC2=C1SC(=C2)C=2SC(=C(N2)C)C(=O)OCC)CN(C)C ethyl 2-(7-cyano-5-((dimethylamino) methyl) benzo[b]thiophen-2-yl)-4-methylthiazole-5-carboxylate